C(C)(C)(C)OC(=O)N[C@@H](C)C(=O)N1[C@@H]2[C@H](CC1)[C@@](N(C2)C(=O)OCC2=CC=CC=C2)(C(=O)OCC2=CC=CC=C2)CCCCB2OC(C(O2)(C)C)(C)C Dibenzyl (3aS,4R,6aR)-1-((tert-butoxycarbonyl)-L-alanyl)-4-(4-(4,4,5,5-tetramethyl-1,3,2-dioxaborolan-2-yl)butyl)hexahydropyrrolo[3,4-b]pyrrole-4,5(1H)-dicarboxylate